3-methoxy-3-Methyl-1-butanol COC(CCO)(C)C